(S)-N-((5-(1,2-dihydroxyethyl)-8-(4-(trifluoromethyl)phenoxy)quinolin-6-yl)methyl)acrylamide O[C@H](CO)C1=C2C=CC=NC2=C(C=C1CNC(C=C)=O)OC1=CC=C(C=C1)C(F)(F)F